ClC1=CC(=C(C=C1)NC(C1=CC(=NC=C1)C(F)(F)F)=O)C(N[C@@H](C[C@H]1C(N[C@@H](C1)C)=O)C(C(=O)NC1CC1)=O)=O N-(4-chloro-2-(((S)-4-(cyclopropylamino)-1-((3S,5R)-5-methyl-2-oxopyrrolidin-3-yl)-3,4-dioxobutan-2-yl)carbamoyl)phenyl)-2-(trifluoromethyl)isonicotinamide